CN(N(CC1=CC=2C(=NC=CC2)N1CCC(NCCOCCOCCC(OC1=C(C(=C(C(=C1F)F)F)F)F)=O)=O)C)C(=O)OCC1C2=CC=CC=C2C=2C=CC=CC12 (9H-fluoren-9-yl)methyl 1,2-dimethyl-2-((1-(3-oxo-3-((2-(2-(3-oxo-3-(perfluorophenoxy)propoxy)ethoxy)ethyl)amino)propyl)-1H-pyrrolo[2,3-b]pyridin-2-yl)methyl)hydrazine-1-carboxylate